1,6-bis(2,5-dibromothiophen-3-yl)hexane BrC=1SC(=CC1CCCCCCC1=C(SC(=C1)Br)Br)Br